FC=1C=C(C=CC1)N1[C@H]2[C@@H](CCC1)N(CC2)C2=NC=CC(=C2)N2CCC(CC2)CCCCCC=O 6-(1-(2-[(3aR,7aR)-4-(3-fluorophenyl)-hexahydro-2H-pyrrolo[3,2-b]pyridin-1-yl]pyridin-4-yl)piperidin-4-yl)hexanal